[Pd](Cl)Cl.C(C)(C)(C)P(C(C)(C)C)C=1NC=CC1 di-tert-butylphosphinopyrrole palladium dichloride